P1(C=CC=C1)=O 1lambda5-phosphol-1-one